S(=O)(=O)([O-])[O-].N[C@@H](CCCCN)C(=O)[O-].[Mn+3] manganese monolysinate sulfate salt